4-methyl 1-cyclopropyl-6-oxo-1,6-dihydropyridine-3,4-dicarboxylate C1(CC1)N1C=C(C(=CC1=O)C(=O)OC)C(=O)[O-]